1H,4H,7H,8H,9H-pyrrolo[2,3-c]azocine N1C=CC2=C1CNCC=CC2